(2R,3R,4R,5S)-2-(hydroxymethyl)-1-(2-((1s,4S)-4-(trifluoromethyl)cyclohexyl)ethyl)piperidine-3,4,5-triol OC[C@H]1N(C[C@@H]([C@H]([C@@H]1O)O)O)CCC1CCC(CC1)C(F)(F)F